ethynyl-4-(isobutyryloxy)tetrahydrofuran C(#C)C1OCC(C1)OC(C(C)C)=O